FC=1C(=C2C(=NC1)N(C=C2)C(=O)OC(C)(C)C)C(C)OC=2C=C1C(=NN(C1=CC2)C2OCCCC2)I tert-butyl 5-fluoro-4-(1-((3-iodo-1-(tetrahydro-2H-pyran-2-yl)-1H-indazol-5-yl) oxy) ethyl)-1H-pyrrolo[2,3-b]pyridine-1-carboxylate